N-(2-pyridylmethyl)-N'-[2-[(2-naphthylmethyl)amino]ethyl]-N'-(5,6,7,8-tetrahydro-8-quinolinyl)-1,4-xylylenediamine N1=C(C=CC=C1)CNCC1=CC=C(C=C1)CN(C1CCCC=2C=CC=NC12)CCNCC1=CC2=CC=CC=C2C=C1